2-(1-(tetrahydro-2H-pyran-2-yl)-1H-pyrazol-5-yl)benzonitrile O1C(CCCC1)N1N=CC=C1C1=C(C#N)C=CC=C1